(2-hydroxy-4-methoxyphenyl)(phenyl)methanone OC1=C(C=CC(=C1)OC)C(=O)C1=CC=CC=C1